N-{[2-Fluoro-3-methoxy-6-(4-methyl-1,2,3-triazol-1-yl)phenyl]methyl}-3-(methoxymethyl)-1-[(2-methyl-3,4-dihydro-1H-isoquinolin-7-yl)methyl]pyrazole-4-carboxamide FC1=C(C(=CC=C1OC)N1N=NC(=C1)C)CNC(=O)C=1C(=NN(C1)CC1=CC=C2CCN(CC2=C1)C)COC